(R)-4-(3-hydroxypyrrolidin-1-yl)-N-(quinolin-8-yl)picolinamide O[C@H]1CN(CC1)C1=CC(=NC=C1)C(=O)NC=1C=CC=C2C=CC=NC12